FC=1C=C(C(=C(C1)N1C(C2=CC=3CC(CC3N2CC1)(C)C)=O)C)C1=NC=NC=C1O 10-[5-fluoro-3-(5-hydroxypyrimidin-4-yl)-2-methylphenyl]-4,4-dimethyl-1,10-diazatricyclo[6.4.0.0^{2,6}]dodeca-2(6),7-dien-9-one